BrC=1C=C(C(=CC1Br)O)O 4,5-dibromobenzene-1,2-diol